benzyl (3aR,7S)-1-oxodihydro-1H,3H-3a,7-ethano-1λ4-[1,2,3]oxathiazolo[3,4-a]pyrazine-5(4H)-carboxylate O=S1OC[C@]23N1[C@H](CN(C2)C(=O)OCC2=CC=CC=C2)CC3